BrC1=CC=CC(=N1)[C@](CC\C=C(\C(=O)OCC)/F)(C)O[Si](CC)(CC)CC ethyl (Z,6R)-6-(6-bromo-2-pyridyl)-2-fluoro-6-triethylsilyloxy-hept-2-enoate